FC=1C=C2C(=CN=C(C2=CC1F)OC)C(C)=O 1-(6,7-difluoro-1-methoxyisoquinolin-4-yl)ethan-1-one